2-(methylthio)-1-(2-(5-(p-tolyl)-1H-imidazol-2-yl)piperidin-1-yl)propan-1-one CSC(C(=O)N1C(CCCC1)C=1NC(=CN1)C1=CC=C(C=C1)C)C